CN1N=C(C=C1)SCCC(=O)OCC(CCCC)CC 2-ethylhexyl 3-((1-methyl-1H-pyrazol-3-yl)thio)propanoate